N-[1-[3-(2,6-dioxo-3-piperidinyl)-1-methyl-pyrazolo[4,3-c]pyridin-6-yl]-4-piperidinyl]-N-methyl-carbamic acid tert-butyl ester C(C)(C)(C)OC(N(C)C1CCN(CC1)C1=CC2=C(C=N1)C(=NN2C)C2C(NC(CC2)=O)=O)=O